COC1=NC(=CC=C1[C@@H]1[C@H](O[C@]([C@@H]1C)(C(F)(F)F)C)C(=O)NC1=CC(=NC=C1)C(=O)N)C(F)(F)F (2S,3R,4R,5R)-4-[[3-[2-Methoxy-6-(trifluoromethyl)-3-pyridyl]-4,5-dimethyl-5-(trifluoromethyl)tetrahydrofuran-2-carbonyl]amino]pyridin-2-carboxamid